C(CCCC)NC(=O)NCCCCCCCCCCC N-pentyl-N'-undecylurea